phenyl (3-fluoro-4-methylphenyl)carbamate FC=1C=C(C=CC1C)NC(OC1=CC=CC=C1)=O